8-bromo-3-(5-(difluoromethyl)-1,3,4-thiadiazol-2-yl)-N-(1-(fluoromethyl)cyclopropyl)-N-(4-methoxybenzyl)imidazo[1,2-a]pyridine-6-sulfonamide BrC=1C=2N(C=C(C1)S(=O)(=O)N(CC1=CC=C(C=C1)OC)C1(CC1)CF)C(=CN2)C=2SC(=NN2)C(F)F